(S)-N-(6-(3,5-dimethylisoxazol-4-yl)-5-methylbenzo[d]thiazol-2-yl)pyrrolidine-3-carboxamide TFA salt OC(=O)C(F)(F)F.CC1=NOC(=C1C1=CC2=C(N=C(S2)NC(=O)[C@@H]2CNCC2)C=C1C)C